N-(3-(4-cyano-1-cyclobutyl-1H-pyrazol-3-yl)-1-methyl-1H-pyrazolo[3,4-c]pyridin-5-yl)cyclopropanecarboxamide C(#N)C=1C(=NN(C1)C1CCC1)C1=NN(C2=CN=C(C=C21)NC(=O)C2CC2)C